O1COC2=C1C=CC(=C2)NS(=O)(=O)C=2C=C(C(=O)NC1=C(C(=CC=C1)[N+](=O)[O-])C)C=CC2 3-(N-(benzo[d][1,3]dioxol-5-yl)sulfamoyl)-N-(2-methyl-3-nitrophenyl)benzamide